BrC1=CC(=CC=2C3=CC(=CC=C3NC12)OC)OC 1-bromo-3,6-dimethoxycarbazole